COC(=O)[C@@H]1[C@@H](C1)C(NC=1N=C2N(C=C(N=C2)C2=C3C=NNC3=C(C(=C2Cl)F)NC(C)C)C1)=O (1S,2R)-2-((6-(5-chloro-6-fluoro-7-(isopropylamino)-1H-indazol-4-yl)imidazo[1,2-a]pyrazin-2-yl)carbamoyl)cyclopropane-1-carboxylic acid methyl ester